4-(difluoromethyl)-N-(4-fluoro-5-(1,2,5,6-tetrahydropyridin-3-yl)-2-((3S,5R)-3,4,5-trimethylpiperazin-1-yl)phenyl)-6-oxo-1,6-dihydropyridine-3-carboxamide FC(C=1C(=CNC(C1)=O)C(=O)NC1=C(C=C(C(=C1)C=1CNCCC1)F)N1C[C@@H](N([C@@H](C1)C)C)C)F